C(C)(C)(C)OC(=O)NCCOC1=C(CN(C2=NC=3N(C=C2)N=CC3C(=O)OCC)C)C=C(C=C1)F ethyl 5-((2-(2-((tert-butoxycarbonyl) amino)ethoxy)-5-fluorobenzyl)(methyl) amino)pyrazolo[1,5-a]pyrimidine-3-carboxylate